N-(5-bromo-3-methyl-2-pyridinyl)-N-prop-2-ynyl-carbamic acid tert-butyl ester C(C)(C)(C)OC(N(CC#C)C1=NC=C(C=C1C)Br)=O